methyl 4-(4-((phenoxycarbonyl)amino)phenyl)picolinate O(C1=CC=CC=C1)C(=O)NC1=CC=C(C=C1)C1=CC(=NC=C1)C(=O)OC